1,1-dioxo-4-(2,2,2-trifluoroethyl)thian O=S1(CCC(CC1)CC(F)(F)F)=O